C(C)C1=CC=C(C=C1)N1N=CC(=C1)B(O)O 1-(4-ethylphenyl)pyrazol-4-ylboronic acid